C(CN)N diaminoethane